C(CCCCC)C(CN1C(C2=C(N(C(C2=C1)=O)CC(CCCCCCCC)CCCCCC)C=1SC=CC1)=O)CCCCCCCC 2,5-bis(2-hexyldecyl)-6-(thiophen-2-yl)pyrrolo[3,4-c]pyrrole-1,4-dione